CC1(CN(C[C@@H](O1)COS(=O)(=O)C1=CC=C(C)C=C1)C(=O)OC(C)(C)C)C tert-butyl (R)-2,2-dimethyl-6-((tosyloxy)methyl)morpholine-4-carboxylate